ClC1=NC=C(C(=N1)C1=CN=C(S1)C)C(F)F 5-[2-chloro-5-(difluoromethyl)pyrimidin-4-yl]-2-methyl-1,3-thiazole